2,5-bis(trifluoromethyl)benzidine FC(C1=C(C=C(C(=C1)N)C(F)(F)F)C1=CC=C(N)C=C1)(F)F